CC1(C=C(CC1)C1=CC(=CC=C1)[N+](=O)[O-])C 1-(3,3-dimethylcyclopent-1-en-1-yl)-3-nitrobenzene